2-(4-chlorophenyl)-5,6,7,8-tetrahydro-10H-oxazolo[5,4-d]pyrido[1,2-a]pyrimidin-10-one ClC1=CC=C(C=C1)C=1OC=2N=C3N(C(C2N1)=O)CCCC3